8-bromo-1,4,4,9-tetramethyl-4,5-dihydropyrido[3,4-e][1,2,4]triazolo[4,3-a]pyrazine BrC1=C(C2=C(NC(C=3N2C(=NN3)C)(C)C)C=N1)C